2-[3,5-dichloro-2-[1-hydroxyethyl]-4-pyridinyl]ethanone ClC=1C(=NC=C(C1CC=O)Cl)C(C)O